methyl (s)-5-(azetidin-2-ylmethoxy)-4-hydroxy-2-methylbenzoate N1[C@@H](CC1)COC=1C(=CC(=C(C(=O)OC)C1)C)O